NC=1C2=C(N=CN1)N(C=C2C2=CC=C(C=C2)NC(=O)C2=NN(C=C(C2=O)C2=NC=C(C=C2)Cl)C(C)C)CCF N-(4-(4-Amino-7-(2-fluoroethyl)-7H-pyrrolo[2,3-d]pyrimidin-5-yl)phenyl)-5-(5-Chloropyridin-2-yl)-1-isopropyl-4-oxo-1,4-dihydropyridazine-3-carboxamide